NC1=C(C=C(C=N1)C=1C=C2N(N1)CCC21CN(CC1)C(=O)N1C=NC=C1)O[C@H](C)C=1C=NC=CC1 [2'-{6-amino-5-[(1R)-1-(pyridin-3-yl)ethoxy]pyridin-3-yl}-5',6'-dihydrospiro[pyrrolidine-3,4'-pyrrolo[1,2-b]pyrazol]-1-yl](1H-imidazol-1-yl)methanone